4-[(6S)-2-(5-fluoro-2-pyridinyl)-6-methyl-5,6-dihydro-4H-pyrrolo[1,2-b]pyrazol-3-yl]-1H-pyrazolo[3,4-b]pyridine FC=1C=CC(=NC1)C=1C(=C2N(N1)[C@H](CC2)C)C2=C1C(=NC=C2)NN=C1